4-{3-chloro-2-fluoro-4-[(1-hydroxycyclopropyl)methoxy]Phenyl}-3-methyl-4-oxobutanoic acid ClC=1C(=C(C=CC1OCC1(CC1)O)C(C(CC(=O)O)C)=O)F